4-fluoro-2,3-dimethylbenzo[d]thiazol-3-ium 4-nitrobenzenesulfonate [N+](=O)([O-])C1=CC=C(C=C1)S(=O)(=O)[O-].FC1=CC=CC2=C1[N+](=C(S2)C)C